Tert-butyl 4-[[7-([2-fluoro-4-[3-(hydroxymethyl)pyrazol-1-yl]phenyl]amino)-1,6-naphthyridin-2-yl]amino]piperidine-1-carboxylate FC1=C(C=CC(=C1)N1N=C(C=C1)CO)NC1=NC=C2C=CC(=NC2=C1)NC1CCN(CC1)C(=O)OC(C)(C)C